FC=1C=C(C=CC1N1N=CC=C1)S(=O)(=O)N1CC=2C=NC(=CC2C1)C(CCNC(OC(C)(C)C)=O)C1=CC=CC=C1 Tert-butyl N-(3-{2-[3-fluoro-4-(1H-pyrazol-1-yl)benzenesulfonyl]-1H,2H,3H-pyrrolo[3,4-c]pyridine-6-yl}-3-phenylpropyl)carbamate